C(C)(=O)N1[C@H](CN(C[C@@H]1C)C=1C=2N(C=C(C1)S(=O)(=O)NC1(COC1)C)C(=NC2)C=2SC(=NN2)C(F)F)C 8-((3S,5S)-4-acetyl-3,5-dimethylpiperazin-1-yl)-3-(5-(difluoromethyl)-1,3,4-thiadiazol-2-yl)-N-(3-methyloxetan-3-yl)imidazo[1,5-a]pyridine-6-sulphonamide